ClC1=C(C=CC(=C1)Cl)CC(=O)N(C)C1[C@H](CCCC1)N(C)C 2-(2,4-dichlorophenyl)-N-((2S)-2-(dimethylamino)cyclohexyl)-N-methylacetamide